CC1=NC=C(C(=O)O)C=C1NC(=O)C=1C=NN2C1SC(=C2)C2=NC=CC=C2 6-methyl-5-(2-(pyridin-2-yl)pyrazolo[5,1-b]thiazole-7-carboxamido)nicotinic acid